N-Boc-glycine methyl ester COC(CNC(=O)OC(C)(C)C)=O